(R)-N-(3-(2,3-dichloropyridin-4-yl)-2-methylphenyl)-5-((3-hydroxypyrrolidin-1-yl)methyl)picolinamide ClC1=NC=CC(=C1Cl)C=1C(=C(C=CC1)NC(C1=NC=C(C=C1)CN1C[C@@H](CC1)O)=O)C